5-tert-butylhydroxyvalerate C(C)(C)(C)CCCC(C(=O)[O-])O